CN(C(CC1=CC=C(C=C1)N1CCOCC1)(CC)CC1=CC=C(C=C1)C)C 2-dimethylamino-2-(4-methylbenzyl)-1-(4-morpholine-4-yl-phenyl)-butane